2-[6-(4-{[(4-ethylsulfonamido-1-fluorocyclohexyl)methyl]amino}piperidin-1-yl)-3-methylimidazo[1,5-a]pyridin-8-yl]-N-ethyl-5-fluoro-N-(isopropyl)benzamide C(C)S(=O)(=O)NC1CCC(CC1)(F)CNC1CCN(CC1)C=1C=C(C=2N(C1)C(=NC2)C)C2=C(C(=O)N(C(C)C)CC)C=C(C=C2)F